(4-(7-(2-methyl-[1,1'-biphenyl]-3-yl)imidazo[1,2-a]pyridin-3-yl)benzyl)-D-proline CC1=C(C=CC=C1C1=CC=2N(C=C1)C(=CN2)C2=CC=C(CN1[C@H](CCC1)C(=O)O)C=C2)C2=CC=CC=C2